5-(4-morpholino-1-piperidinyl)pyridin-2-amine O1CCN(CC1)C1CCN(CC1)C=1C=CC(=NC1)N